ClC1=C(NC2=CC=C(C=C2)C#N)C=C(C=C1)OC 2-chloro-5-methoxy-N-(4-(cyano)phenyl)aniline